2-((1r,4r)-4-(2-(2-(4-morpholinylpiperidin-1-yl)-2-oxoethyl)imidazo[4,5-d]Pyrrolo[2,3-b]Pyridin-1(6H)-yl)cyclohexyl)acetonitrile N1(CCOCC1)C1CCN(CC1)C(CC1=NC=2C(=C3C(=NC2)NC=C3)N1C1CCC(CC1)CC#N)=O